CNC(=O)C1CN(C1)C N,1-dimethylazetidine-3-carboxamide